oxo-1,3-dioxolane O=C1OCCO1